3-(2-chloro-4'-(pyrimidin-4-ylmethyl)-[1,1'-biphenyl]-3-yl)piperidine-2,6-dione ClC1=C(C=CC=C1C1C(NC(CC1)=O)=O)C1=CC=C(C=C1)CC1=NC=NC=C1